2-{[4-(4-fluorophenoxy)-6-octylquinolin-2-yl](methyl)amino}acetic acid FC1=CC=C(OC2=CC(=NC3=CC=C(C=C23)CCCCCCCC)N(CC(=O)O)C)C=C1